NC=1SC(=C(N1)C1=NC(=CC=C1)C)OC1=CC(=NC=C1)NC1=CC=C(C(=O)O)C=C1 4-((4-((2-amino-4-(6-methylpyridin-2-yl)thiazol-5-yl)oxy)pyridin-2-yl)amino)benzoic acid